2-(1-(4-amino-3-(2,3-difluoro-4-methoxyphenyl)-1H-pyrazolo[3,4-d]pyrimidin-1-yl)ethyl)-3-(3-methoxypropyl)quinazolin-4(3H)-one NC1=C2C(=NC=N1)N(N=C2C2=C(C(=C(C=C2)OC)F)F)C(C)C2=NC1=CC=CC=C1C(N2CCCOC)=O